2-(6-(((1S,3S)-3-((6-(trifluoromethyl)-1,2,4-triazine-3-yl)amino)cyclopentyl)amino)pyridin-3-yl)-2,3-dihydroisothiazolo[5,4-b]pyridine 1,1-dioxide FC(C1=CN=C(N=N1)N[C@@H]1C[C@H](CC1)NC1=CC=C(C=N1)N1S(C2=NC=CC=C2C1)(=O)=O)(F)F